Erbium-nickel [Ni].[Er]